biphenyl-4-carbonyl chloride C1(=CC=C(C=C1)C(=O)Cl)C1=CC=CC=C1